(±)-N-(4,5-dichloro-2-fluorophenyl)-3-oxo-3,5,6,7,8,9-hexahydro-2H-6,9-epiminocyclohepta[c]pyridine-10-carboxamide ClC1=CC(=C(C=C1Cl)NC(=O)N1C2CC=3C(=CNC(C3)=O)C1CC2)F